C(C)(C)(C)C=1C=C(NN1)NC(=O)NC1=CC=C(C=C1)N1C=NC2=C1C=CC(=C2)OCCN2CCCCC2 1-(5-tert-butyl-2H-pyrazol-3-yl)-3-{4-[5-(2-piperidin-1-yl-ethoxyl)-benzimidazol-1-yl]-phenyl}-urea